β-D-fructofuranosyl-α-D-galacturonic acid benzyl ester C(C1=CC=CC=C1)OC([C@@H]1[C@@H]([C@@H]([C@H]([C@@](O)(O1)[C@@]1(CO)[C@@H](O)[C@H](O)[C@H](O1)CO)O)O)O)=O